Strontium bromid [Br-].[Sr+2].[Br-]